(R)-4-(7-(3-aminopiperidine-1-yl)-3-(2-fluoro-4-(piperidine-1-yl)phenyl)-3H-imidazo[4,5-b]pyridine-2-yl)-2-fluorobenzonitrile N[C@H]1CN(CCC1)C1=C2C(=NC=C1)N(C(=N2)C2=CC(=C(C#N)C=C2)F)C2=C(C=C(C=C2)N2CCCCC2)F